CN1C=CN2N=CC(=C21)C(=O)N2CC1(C2)CC(C1)NC([2H])([2H])[2H] (1-methyl-1H-imidazo[1,2-b]pyrazol-7-yl)(6-((methyl-d3)amino)-2-azaspiro[3.3]heptan-2-yl)methanone